FC(C(C)(C)C1=CC=C(C=C1)C=1C(=CC=CC1)C(=O)O)(F)F 4'-(1,1,1-trifluoro-2-methylpropan-2-yl)[1,1'-biphenyl]-2-carboxylic acid